5-chloro-2-fluoro-4-((1-(pyridin-3-yl)propyl)amino)-N-(thiazol-2-yl)benzenesulfonamide ClC=1C(=CC(=C(C1)S(=O)(=O)NC=1SC=CN1)F)NC(CC)C=1C=NC=CC1